8-(5-(2-methoxy-4-methylphenyl)imidazo[2,1-b][1,3,4]thiadiazol-2-yl)-1-oxa-8-azaspiro[4.5]decan-3-amine COC1=C(C=CC(=C1)C)C1=CN=C2SC(=NN21)N2CCC1(CC(CO1)N)CC2